Ethyl (2-cyano-2-(2-(3,5-dichloro-4-((3-isobutyl-1-tosyl-1H-indol-5-yl)oxy)phenyl)hydrazineylidene)acetyl)carbamate C(#N)C(C(=O)NC(OCC)=O)=NNC1=CC(=C(C(=C1)Cl)OC=1C=C2C(=CN(C2=CC1)S(=O)(=O)C1=CC=C(C)C=C1)CC(C)C)Cl